triMethyl Phosphite P(OC)(OC)OC